1-iodomethylpyridine ICN1CC=CC=C1